(S)-1-(3-fluorophenyl)ethane-1-amine FC=1C=C(C=CC1)[C@H](C)N